(R)-1-BOC-3-hydroxypyrrolidine C(=O)(OC(C)(C)C)N1C[C@@H](CC1)O